C(C1=CC=CC=C1)OC(C1=C(C=CC(=C1)N1C[C@H]2N([C@@H](C1)C2)C)C)=O.C(C)C(C(=O)C2=CC=C(C=C2)N2CCOCC2)(C)N 2-ethyl-2-amino(4-morpholinophenyl)propane-1-one benzyl-2-methyl-5-[(1S,5R)-6-methyl-3,6-diazabicyclo[3.1.1]heptan-3-yl]benzoate